(R)-N-(2-chloro-3-(trifluoro-methyl)benzyl)-5-fluoro-8-methylene-5,6,7,8-tetrahydroquinoline-5-carboxamide ClC1=C(CNC(=O)[C@@]2(C=3C=CC=NC3C(CC2)=C)F)C=CC=C1C(F)(F)F